O=C1C(=COC2=C1C=CC=C2)C(=O)OCC ethyl 4-oxo-4H-benzopyran-3-carboxylate